tert-butyl 5-(3-(2-(4-(1-(cyclopropanecarbonyl) indol-5-yl)-5-methylthiazol-2-ylamino)-2-oxoethyl) phenoxy)-3,3-dimethylpentylcarbamate C1(CC1)C(=O)N1C=CC2=CC(=CC=C12)C=1N=C(SC1C)NC(CC=1C=C(OCCC(CCNC(OC(C)(C)C)=O)(C)C)C=CC1)=O